2-(4-cyclopropyl-6-methoxy-pyrimidin-5-yl)-5-fluoro-4-[4-[1-methyl-4-(trifluoromethyl)imidazol-2-yl]phenyl-methoxy]pyrimidine C1(CC1)C1=NC=NC(=C1C1=NC=C(C(=N1)OCC1=CC=C(C=C1)C=1N(C=C(N1)C(F)(F)F)C)F)OC